decanyltetramethyldisilazane C(CCCCCCCCC)[SiH2]N([Si](C)(C)C)C